Hydroximinomethylphenyluracile N(O)=CC1=C(C(NC(N1)=O)=O)C1=CC=CC=C1